(6-imidazo[1,2-a]pyridin-5-yl-2-methoxy-3-pyridinyl)-5-methyl-3-phenyl-isoxazole-4-carboxamide N=1C=CN2C1C=CC=C2C2=CC=C(C(=N2)OC)NC(=O)C=2C(=NOC2C)C2=CC=CC=C2